P(=O)(OCC(CCCC)CC)(OCC(CCCC)CC)OC1=CC=C(C=C1)C bis(2-ethylhexyl) p-tolyl phosphate